2-(4,5-dichloro-3-(methylamino)-6-oxopyridazin-1(6H)-yl)-N-(3-(N,N-dimethylsulfamoyl)-4-methylphenyl)acetamide ClC=1C(=NN(C(C1Cl)=O)CC(=O)NC1=CC(=C(C=C1)C)S(N(C)C)(=O)=O)NC